5-(4-methoxyphenyl)-N-(thiophen-2-ylmethyl)pyrazolo[1,5-a]pyrimidin-7-amine COC1=CC=C(C=C1)C1=NC=2N(C(=C1)NCC=1SC=CC1)N=CC2